FC(OC1=CC=C(C=C1)NC(CN1C[C@@H](CCC1)NS(=O)(=O)C=C)=O)(F)F (R)-N-(4-(trifluoromethoxy)phenyl)-2-(3-(vinylsulfonamido)piperidin-1-yl)acetamide